COC1=CC=C(C=N1)[C@H]1COC=2C(=NC=C(C2)C#N)O1 (S)-3-(6-methoxypyridin-3-yl)-2,3-dihydro-[1,4]dioxino[2,3-b]pyridine-7-carbonitrile